C(C)(C)OC=1C=C(C(=O)OC(C)C)C=C(C1[N+](=O)[O-])NC isopropyl 3-isopropoxy-5-(methylamino)-4-nitrobenzoate